tert-Butyl 6-(4-((2-fluoro-3-methylphenyl)amino)pyrido[3,2-d]pyrimidin-6-yl)-1,6-diazaspiro[3.3]heptane-1-carboxylate FC1=C(C=CC=C1C)NC=1C2=C(N=CN1)C=CC(=N2)N2CC1(CCN1C(=O)OC(C)(C)C)C2